1-(3-bromo-1-(3-chloropyridin-2-yl)-1H-pyrazole-5-carboxamido)-2-(4-chlorophenyl)cyclopropane-1-carboxylic acid BrC1=NN(C(=C1)C(=O)NC1(C(C1)C1=CC=C(C=C1)Cl)C(=O)O)C1=NC=CC=C1Cl